C(C1=CC=CC=C1)OC([C@H](C)NCCOCCOCCC(=O)OC(C)(C)C)=O (2S)-2-[(2-{2-[3-(tert-butoxy)-3-oxopropoxy]ethoxy}ethyl)amino]propionic acid benzyl ester